7-((5-fluoropyridin-3-yl)methyl)-1-(3-hydroxypropyl)-3-methyl-8-(3-(trifluoromethoxy)phenoxy)-1H-purine-2,6(3H,7H)-dione FC=1C=C(C=NC1)CN1C(=NC=2N(C(N(C(C12)=O)CCCO)=O)C)OC1=CC(=CC=C1)OC(F)(F)F